6-(5-chloropyrazin-2-yl)-5-methoxy-2-methyl-1,3-benzoxazole ClC=1N=CC(=NC1)C1=CC2=C(N=C(O2)C)C=C1OC